FC(C(=O)O)F difluoroacetic acid